[Si](C)(C)(C(C)(C)C)OC[C@@H](CSC(C1=CC=CC=C1)(C1=CC=CC=C1)C1=CC=CC=C1)OCC(=O)N(CC)CC (S)-2-((1-((tert-butyldimethylsilyl)oxy)-3-(tritylthio)propan-2-yl)oxy)-N,N-diethylacetamide